CN1C(CCC2=CC(=CC=C12)C=1C=C(C=NC1)[C@@H](C)NC(=O)C1=NC=CC=C1Cl)=O |o1:17| 3-Chloro-pyridine-2-carboxylic acid {(R or S)-1-[5-(1-methyl-2-oxo-1,2,3,4-tetrahydro-quinolin-6-yl)-pyridin-3-yl]-ethyl}-amide